FC=1C=C2C(N(C(=NC2=CC1)NC=1C=NC=CC1)C1=CC=CC=C1)=O 6-fluoro-3-phenyl-2-(pyridin-3-ylamino)quinazolin-4(3H)-one